s-adenosyl-1,8-diamino-3-thiooctane C1=NC(=C2C(=N1)N(C=N2)[C@H]3[C@@H]([C@@H]([C@H](O3)CSC(CCCCCN)CCN)O)O)N